11-acetyl-8-methoxy-3,3,11-trimethyl-2,3,4,5,10,11-hexahydro-1H-dibenzo[b,e][1,4]diazepin-1-one C(C)(=O)C1(C2=C(NC3=C(N1)C=C(C=C3)OC)CC(CC2=O)(C)C)C